2-((2-cinnamoyl-1,2,3,4-tetrahydroisoquinolin-6-yl)oxy)-N-hydroxyacetamide C(C=CC1=CC=CC=C1)(=O)N1CC2=CC=C(C=C2CC1)OCC(=O)NO